8-(3-(1-(2-cyclohexylethyl)piperidin-3-yl)-5-oxo-4,5-dihydro-1H-1,2,4-triazol-1-yl)-5-methoxyquinolin-2(1H)-one C1(CCCCC1)CCN1CC(CCC1)C1=NN(C(N1)=O)C=1C=CC(=C2C=CC(NC12)=O)OC